COC(=O)C=1N(C(C2=CC=CC=C2C1)=O)Br bromo-1-oxo-1,2-dihydroisoquinoline-3-carboxylic acid methyl ester